OCCCC(=O)OCC1=CC=CC=C1 benzyl 4-hydroxy-butyrate